ClC1=NC(=NC(=N1)Cl)NC1=CC(=NC=C1)C(F)(F)F 4,6-dichloro-N-(2-(trifluoromethyl)pyridin-4-yl)-[1,3,5]triazin-2-amine